Aluminum phosphate Lithium disilicate [Si]([O-])([O-])([O-])[O-].[Si](O)(O)(O)O.[Li+].P(=O)(O)(O)O.[Al+3]